N1=C(C=CC=C1)NC1=C(C(=NN1)C1=CC=C(C=C1)NC(CC=1C=NC=CC1)=O)C(=O)N 5-(pyridin-2-ylamino)-3-(4-(2-(pyridin-3-yl)acetamido)phenyl)-1H-pyrazole-4-carboxamide